1,3-dimethyl-but-1-yl (5-chloro-8-quinolinoxy)acetate ClC1=C2C=CC=NC2=C(C=C1)OCC(=O)OC(CC(C)C)C